C(#N)CC1(CC1)CC1=NC=2C(=NC=CC2)N1 ((1-(cyanomethyl)cyclopropyl)methyl)-3H-imidazo[4,5-b]pyridine